2-(1-(4-((6-(4-methylpiperazin-1-yl)pyridin-3-yl)amino)-5-oxo-5,6-dihydropyrimido[4,5-d]pyridazin-2-yl)piperidin-4-yl)acetonitrile CN1CCN(CC1)C1=CC=C(C=N1)NC1=NC(=NC=2C=NNC(C21)=O)N2CCC(CC2)CC#N